5-(1H-1,2,4-triazol-1-yl)-4-azaspiro[2.4]hept-4-ene N1(N=CN=C1)C1=NC2(CC2)CC1